CN(C(=O)C1=CC2=C(N=C(N=C2)NC2=CC=C(C=N2)C2CCN(CC2)C(C)C)N1C1CCCC1)C 7-Cyclopentyl-2-(1'-isopropyl-1',2',3',4',5',6'-hexahydro-[3,4']bipyridinyl-6-ylamino)-7H-pyrrolo[2,3-d]pyrimidine-6-carboxylic acid dimethylamide